COCCS(=O)(=O)NC1=CNC2=CC=C(C=C12)CCOC1=CC=C(C=C1)C(F)(F)F 2-methoxy-N-(5-{2-[4-(trifluoromethyl)phenoxy]ethyl}-1H-indol-3-yl)ethane-1-sulfonamide